2-((S)-1-Acryloyl-4-((R)-2-(3-(dimethylamino)azetidin-1-yl)-7-((S)-7-fluoro-2-methyl-3,4-dihydroquinolin-1(2H)-yl)-5,6,7,8-tetrahydroquinazolin-4-yl)piperazin-2-yl)acetonitrile C(C=C)(=O)N1[C@H](CN(CC1)C1=NC(=NC=2C[C@@H](CCC12)N1[C@H](CCC2=CC=C(C=C12)F)C)N1CC(C1)N(C)C)CC#N